BrC=1C2=C(C(N(C1)C)=O)N(C(=C2)I)S(=O)(=O)C2=CC=C(C)C=C2 4-bromo-2-iodo-6-methyl-1-tosyl-1,6-dihydro-7H-pyrrolo[2,3-c]pyridin-7-one